3-(N-phenylamino)-2-(4-chlorophenyl)-1,1-difluorocyclopentane C1(=CC=CC=C1)NC1C(C(CC1)(F)F)C1=CC=C(C=C1)Cl